N-(5-methyl-6-((8'-methyl-1',5'-dioxo-1',5'-dihydro-2'H-spiro[cyclohexane-1,3'-imidazo[1,5-a]pyridin]-6'-yl)amino)pyrimidin-4-yl)cyclopropanecarboxamide CC=1C(=NC=NC1NC1=CC(=C2N(C1=O)C1(NC2=O)CCCCC1)C)NC(=O)C1CC1